ethyl 6-phenylpiperidine-1,3-dicarboxylate C1(=CC=CC=C1)C1CCC(CN1C(=O)OCC)C(=O)[O-]